C(C)(C)(C)OC(=O)N[C@H]1C[C@@H](C[C@H]1O[Si](C)(C)C(C)(C)C)C(=O)O[Si](C)(C)C(C)(C)C [tert-Butyl(dimethyl)silyl] (1S,3S,4R)-3-(tert-butoxycarbonylamino)-4-[tert-butyl(dimethyl)silyl]oxy-cyclopentanecarboxylate